2-(2,8-diazaspiro[4.5]decan-8-yl)-4-[[5-(4-hydroxy-1-piperidyl)-2-pyridyl]amino]-6H-naphthyridin-5-one C1NCCC12CCN(CC2)C2=NC=1N=CCC(C1C(=C2)NC2=NC=C(C=C2)N2CCC(CC2)O)=O